3,5-diaminoterephthalic acid NC=1C=C(C(=O)O)C=C(C1C(=O)O)N